C(CC)NC(=O)CCC(C(=O)O)N1CCN(CCN(CCN(CC1)CC=1N(C(C=CC1)=O)O)CC=1N(C(C=CC1)=O)O)CC=1N(C(C=CC1)=O)O 4-(propylcarbamoyl)-2-{4,7,10-tris[(1-hydroxy-6-oxopyridin-2-yl)methyl]-1,4,7,10-tetraazacyclododecan-1-yl}butyric acid